(2-fluoro-[1,1'-biphenyl]-4-yl)propionic acid FC1=C(C=CC(=C1)C(C(=O)O)C)C1=CC=CC=C1